1-[4-Methyl-5-(4,4,5,5-tetramethyl-1,3,2-dioxaborolan-2-yl)pyridin-2-yl]piperazine CC1=CC(=NC=C1B1OC(C(O1)(C)C)(C)C)N1CCNCC1